1-(7Z,10Z,13Z,16Z-docosatetraenoyl)-2-(9Z-tetradecenoyl)-glycero-3-phospho-(1'-sn-glycerol) CCCCC/C=C\C/C=C\C/C=C\C/C=C\CCCCCC(=O)OC[C@H](COP(=O)(O)OC[C@H](CO)O)OC(=O)CCCCCCC/C=C\CCCC